CC(CCC1C2C=CC(C1)C2)CC=C 5-(3-methyl-5-hexenyl)-2-norbornene